3-fluoro-N-(4-(piperidin-4-yl)phenyl)-5,7-dihydro-6H-pyrrolo[3,4-b]pyridine-6-carboxamide hydrochloride Cl.FC=1C=C2C(=NC1)CN(C2)C(=O)NC2=CC=C(C=C2)C2CCNCC2